OC=1C=C2C(=CNC2=CC1)CC(=O)O 5-hydroxyindole-3-acetic acid